N[C@@H](CCCCCC(=O)C=1OC=CN1)C=1NC(=CN1)C1=C(C=CC(=C1)OC(F)(F)F)F (7S)-7-amino-7-{5-[2-fluoro-5-(trifluoromethoxy)phenyl]-1H-imidazol-2-yl}-1-(1,3-oxazol-2-yl)heptan-1-one